2-(2-(2-azidoethoxy)ethoxy)ethanamine N(=[N+]=[N-])CCOCCOCCN